N-(4-amino-1H-pyrazolo[4,3-c]pyridin-7-yl)-2-oxo-2-[rac-(2R)-2-[3-(dimethylamino)phenyl]-1-piperidyl]acetamide NC1=NC=C(C2=C1C=NN2)NC(C(N2[C@H](CCCC2)C2=CC(=CC=C2)N(C)C)=O)=O |r|